dichloro[rac-ethylenebis(indenyl)]zirconium(IV) C1=CC=C2C(C=CC2=C1)CCC3C=CC4=CC=CC=C34.Cl[Zr]Cl